OCC=1C(CCCC1)=O 2-(hydroxymethyl)cyclohex-2-en-1-one